C(C1=CC=CC=C1)C1=NN2C(N=CC(=C2)C(=O)OCC)=C1 ethyl 2-benzylpyrazolo[1,5-a]pyrimidine-6-carboxylate